(S)-3-hydroxy-3-((5-methyl-4-oxo-3-(4-phenoxypyridinamido)-2,3,4,5-tetrahydrobenzo[b][1,4]oxazepin-7-yl)ethynyl)azetidine-1-carboxylic acid tert-butyl ester C(C)(C)(C)OC(=O)N1CC(C1)(C#CC1=CC2=C(OC[C@@H](C(N2C)=O)NC(=O)C2=NC=CC(=C2)OC2=CC=CC=C2)C=C1)O